(p-sulfophenyl)manganese S(=O)(=O)(O)C1=CC=C(C=C1)[Mn]